COC1(C=C(C(C2(CCCC2)C1)=O)C#N)C1=NC=CC=C1C(F)(F)F 9-methoxy-6-oxo-9-[3-(trifluoromethyl)pyridin-2-yl]spiro[4.5]dec-7-ene-7-carbonitrile